4-(5-Cyanobenzo[d]oxazol-2-yl)pyridine sodium vanadium-chromium-silicon [Si].[Cr].[V].[Na].C(#N)C=1C=CC2=C(N=C(O2)C2=CC=NC=C2)C1